NCC=1C=C(C=CC1)C1(CC1)N(C(OC(C)(C)C)=O)C tert-butyl N-{1-[3-(aminomethyl)phenyl]cyclopropyl}-N-methylcarbamate